4-(5-(2,6-dimethylphenoxy)-1-isopropyl-2-oxo-1,2-dihydropyridin-4-yl)-6-methyl-1,6-dihydro-7H-pyrrolo[2,3-c]pyridin-7-one CC1=C(OC=2C(=CC(N(C2)C(C)C)=O)C=2C3=C(C(N(C2)C)=O)NC=C3)C(=CC=C1)C